C([C@@H]1[C@H]([C@@H]([C@H]([C@H](O1)O[C@H]2[C@@H]([C@H]([C@@H](O[C@@H]2C(=O)O)O[C@@H]3[C@H](O[C@@H]([C@@H]([C@H]3OS(=O)(=O)O)NS(=O)(=O)O)O[C@H]4[C@@H]([C@H]([C@@H](O[C@H]4C(=O)O)O[C@@H]5[C@H](O[C@@H]([C@@H]([C@H]5O)NS(=O)(=O)O)O)COS(=O)(=O)O)OS(=O)(=O)O)O)COS(=O)(=O)O)O)O)NS(=O)(=O)O)O)O)OS(=O)(=O)O The molecule is a heparin pentasaccharide resulting from the hydrolysis of the O-methyl group of fondaparinux. It has a role as an anticoagulant. It is an oligosaccharide sulfate, an amino pentasaccharide and a heparin pentasaccharide.